(S)-3-(2-benzyl-3-chloro-7-oxo-2,4,5,7-tetrahydro-6H-pyrazolo[3,4-c]pyridin-6-yl)-7-(3-hydroxy-3-methylbut-1-yn-1-yl)-5-methyl-2,3-dihydrobenzo[b][1,4]oxaazepin-4(5H)-one C(C1=CC=CC=C1)N1N=C2C(N(CCC2=C1Cl)[C@@H]1C(N(C2=C(OC1)C=CC(=C2)C#CC(C)(C)O)C)=O)=O